butyl (3S,5R)-3-fluoro-5-hydroxypiperidine-1-carboxylate F[C@@H]1CN(C[C@@H](C1)O)C(=O)OCCCC